FC(C1=CC=C(C=N1)C1=NC=CC=C1C#N)(F)F 6'-(trifluoromethyl)-[2,3'-bipyridine]-3-carbonitrile